C1C[C@H]2CC[C@H]3[C@@H](CC[C@H]4CCCC[C@H]34)[C@@H]2C1 5alpha-Gonane